NCC1=CC=C(C=C1)CN(C1=C(C(=NN1C(=O)C1=COC(=C1)C)C1C(N(CCC1)S(=O)(=O)N1CCCC1)=O)C#N)C 5-({[4-(Aminomethyl)phenyl]methyl}(methyl)amino)-1-(5-methylfuran-3-carbonyl)-3-[2-oxo-1-(pyrrolidin-1-sulfonyl)piperidin-3-yl]-1H-pyrazol-4-carbonitril